C(C=CC1=CC=CC=C1)(=O)OCCS(=O)(=O)CCCNC 2-((3-(methylamino)propyl)sulfonyl)ethyl cinnamate